2-(((tert-butyldimethylsilyl)oxy)methyl)-4-chloro-7-(4-fluoro-2-methoxyphenyl)-5,5-dimethyl-6,7-dihydro-5H-pyrrolo[2,3-d]pyrimidine [Si](C)(C)(C(C)(C)C)OCC=1N=C(C2=C(N1)N(CC2(C)C)C2=C(C=C(C=C2)F)OC)Cl